O1C(NC=2C1=CC(CC2)=O)=O benzo[1,2-d]oxazole-2,6(3H)-dione